O1-benzyl O5-[2-[tert-butyl (dimethyl) silyl] oxo-1-[[tert-butyl (dimethyl) silyl] oxymethyl] ethyl] 3-methylpentanedioate CC(CC(=O)OCC1=CC=CC=C1)CC(=O)OC(C([Si](C)(C)C(C)(C)C)=O)CO[Si](C)(C)C(C)(C)C